11-((tert-butyldiphenylsilyl)oxy)henicosanedioic acid [Si](C1=CC=CC=C1)(C1=CC=CC=C1)(C(C)(C)C)OC(CCCCCCCCCC(=O)O)CCCCCCCCCC(=O)O